tert-Butyl(3-(4-(benzo[d]thiazol-2-ylmethyl)piperazin-1-yl)-4-cyanophenyl)(cyclopropyl)carbamate C(C)(C)(C)OC(N(C1CC1)C1=CC(=C(C=C1)C#N)N1CCN(CC1)CC=1SC2=C(N1)C=CC=C2)=O